C1=C(C=CC=2C(C3=CC(=CC=C3C(C12)=O)C(=O)O)=O)C(=O)O anthraquinone-2,6-dicarboxylic acid